(S)-5-((7-((2-cyano-[1,1'-biphenyl]-3-yl)methoxy)-5-methoxy-2,3-dihydro-1H-inden-4-yl)methyl)-5-azaspiro[2.4]heptane-6-carboxylic acid C(#N)C1=C(C=CC=C1COC=1C=C(C(=C2CCCC12)CN1CC2(CC2)C[C@H]1C(=O)O)OC)C1=CC=CC=C1